N,N-Diisopropyl-Urea C(C)(C)N(C(=O)N)C(C)C